C(C)(C)(C)[Si](OCC(C(=O)N)(C)NCC1=CC=C(C=C1)OC)(C)C 3-(tert-butyl-dimethyl-silanyloxy)-2-(4-methoxy-benzylamino)-2-methyl-propionamide